8-[6-[3-(dimethylamino)propoxy]-3-pyridyl]-7-fluoro-1-isopropyl-3-methyl-imidazo[4,5-c]quinolin-2-one CN(CCCOC1=CC=C(C=N1)C1=CC=2C3=C(C=NC2C=C1F)N(C(N3C(C)C)=O)C)C